4-[4-(2-tetrahydropyran-2-yloxyethyl)pyrazol-1-yl]pyrimidine O1C(CCCC1)OCCC=1C=NN(C1)C1=NC=NC=C1